4-(5-(8-methoxy-[1,2,4]triazolo[1,5-a]pyridin-6-yl)-6-methyl-4H-pyrrolo[3,2-d]thiazol-2-yl)cyclohexan-1-one COC=1C=2N(C=C(C1)C1=C(C=3N=C(SC3N1)C1CCC(CC1)=O)C)N=CN2